7-{3-[(4,6-Dimethylpyridin-2-yl)carbamoyl]azetidin-1-yl}-5-methyl-4-oxo-1-(1,2,4-thiadiazol-5-yl)-1,4-dihydro-1,8-naphthyridine-3-carboxylic acid CC1=CC(=NC(=C1)C)NC(=O)C1CN(C1)C1=CC(=C2C(C(=CN(C2=N1)C1=NC=NS1)C(=O)O)=O)C